1-(4-fluorophenyl)-N-[5-[[6-[4-(oxetan-3-yl)piperazin-1-yl]-1,7-naphthyridin-4-yl]oxy]-2-pyridyl]-2-oxo-pyridine-3-carboxamide FC1=CC=C(C=C1)N1C(C(=CC=C1)C(=O)NC1=NC=C(C=C1)OC1=CC=NC2=CN=C(C=C12)N1CCN(CC1)C1COC1)=O